BrC=1C=C2C(=NC1)C(N(C2=O)C)(C)C 3-bromo-6,7,7-trimethyl-6,7-dihydro-5H-pyrrolo[3,4-b]pyridin-5-one